6-(benzo[d]thiazol-7-yl)-8-(hydrazinecarbonyl)-2,6-diazaspiro[3.4]octane-2-carboxylate S1C=NC2=C1C(=CC=C2)N2CC1(CN(C1)C(=O)[O-])C(C2)C(=O)NN